C(C)(C)(C)OC(=O)N1[C@H](CC(C1)C(NCC1=NC=CN=C1Cl)=O)COC (2R)-4-{[(3-Chloropyrazin-2-yl)methyl]carbamoyl}-2-(methoxymethyl)pyrrolidine-1-carboxylic acid tert-butyl ester